Methyl (2S,4S)-4-{[(2-{(1R,3S)-1-acetoxy-3-[(tert-butoxycarbonyl)(methyl)amino]-4-methylpentyl}-5-isopropyl-1,3-thiazol-4-yl)carbonyl]amino}-2-methyl-5-phenylpentanoate C(C)(=O)O[C@H](C[C@@H](C(C)C)N(C)C(=O)OC(C)(C)C)C=1SC(=C(N1)C(=O)N[C@@H](C[C@@H](C(=O)OC)C)CC1=CC=CC=C1)C(C)C